C(N)(=O)CC[C@@H](COC1=C(C(=CC=C1)CCCCO)F)NC(OC(C)(C)C)=O tert-butyl N-[(2S)-4-carbamoyl-1-[2-fluoro-3-(4-hydroxybutyl)-phenoxy]butan-2-yl]carbamate